3-bromo-1-methyl-1,5,6,7-tetrahydro-4H-pyrazolo[4,3-c]pyridin-4-one BrC1=NN(C2=C1C(NCC2)=O)C